(E)-2-(4-bromostyryl)-4,4-dimethyl-1-tosylazepane BrC1=CC=C(/C=C/C2N(CCCC(C2)(C)C)S(=O)(=O)C2=CC=C(C)C=C2)C=C1